methyl (S)-1-((S)-3-(3-bromo-5-fluorophenyl)-2-((tert-butoxycarbonyl)amino)propanoyl)hexahydropyridazine-3-carboxylate BrC=1C=C(C=C(C1)F)C[C@@H](C(=O)N1N[C@@H](CCC1)C(=O)OC)NC(=O)OC(C)(C)C